FC1=C(OC=2C=NC=3CCN(CC3C2)C=2C3=C(N=CN2)C=CS3)C=C(C=C1)C 4-[3-(2-fluoro-5-methyl-phenoxy)-7,8-dihydro-5H-1,6-naphthyridin-6-yl]thieno[3,2-d]pyrimidine